N=1N(N=CC1)C[C@H]1N(C[C@@H](C1)NC(=O)C=1OC(=CN1)C1=CC(=CC=C1)C#N)C(=O)OC(C)(C)C tert-butyl (2S,4R)-2-((2H-1,2,3-triazol-2-yl)methyl)-4-(5-(3-cyanophenyl)-oxazole-2-carboxamido)pyrrolidine-1-carboxylate